NC(CNCCS(=O)(=O)O)C 2-(2-aminopropylamino)ethanesulfonic acid